di-(tert-butyl)(3,5-dimethylphenyl)phosphine C(C)(C)(C)P(C1=CC(=CC(=C1)C)C)C(C)(C)C